NC(C)C1=C2C=C(N=CC2=C(N=C1)OC)NC1=NC(=NC=C1)C(C)(C)F 5-(1-Aminoethyl)-N-(2-(2-fluoropropan-2-yl)pyrimidin-4-yl)-8-methoxy-2,7-naphthyridin-3-amine